1-(1-isopropyl-1H-pyrazol-3-yl)ethan-1-one C(C)(C)N1N=C(C=C1)C(C)=O